NC=1C2=C(N=CN1)N(C(=C2C2=CC=C(C(=O)NCCCOC)C=C2)C2=CC=C(C=C2)NC(C(=C)C)=O)C 4-(4-amino-6-(4-methacrylamido-phenyl)-7-methyl-7H-pyrrolo[2,3-d]pyrimidin-5-yl)-N-(3-methoxypropyl)benzamide